4-methyl-1,2,3,4-tetrahydropyrazinone CN1CC(NC=C1)=O